6-(2-(((3-chlorophenyl)amino)methyl)-5-(4-fluorophenyl)-1H-imidazol-4-yl)imidazo[1,2-b]pyridazine-3-carboxylic acid ethyl ester C(C)OC(=O)C1=CN=C2N1N=C(C=C2)C=2N=C(NC2C2=CC=C(C=C2)F)CNC2=CC(=CC=C2)Cl